COC=1C=C(C=NO)C=CC1OCC1=NC=CC(=C1C)OCC(F)(F)F 3-methoxy-4-{[3-methyl-4-(2,2,2-trifluoroethoxy)pyridin-2-yl]methoxy}benzaldehyde oxime